C(#C)C=1C=C(C=CC1)NC1=C(C=NC2=CC(=C(C=C12)NC(C=CCN(C)C)=O)OCC)C#N N-[4-(3-ethynylphenyl)amino-3-cyano-7-ethoxyquinolin-6-yl]-4-(dimethylamino)but-2-enamide